2,2-difluoro-2-(benzenesulfonyl)ethan-1-amine FC(CN)(S(=O)(=O)C1=CC=CC=C1)F